benzyl ((7-(4-chlorothiazol-2-yl)-3-azabicyclo[4.1.0]heptan-7-yl)methyl)carbamate hydrochloride Cl.ClC=1N=C(SC1)C1(C2CCNCC12)CNC(OCC1=CC=CC=C1)=O